[[(8Z)-2-[(4-hydroxycyclohexyl)amino]-9-[(3S)-tetrahydrofuran-3-yl]-8-(2,4,6-trifluorophenyl)imino-purin-7-yl]methoxy-sodiooxy-phosphoryl]oxysodium OC1CCC(CC1)NC1=NC=C2N(\C(\N(C2=N1)[C@@H]1COCC1)=N/C1=C(C=C(C=C1F)F)F)COP(=O)(O[Na])O[Na]